C1(CCCC1)CCN1CC2N(C(CCN2CC2=CC=C(C=C2)F)=O)C(C1=O)C 8-(2-cyclopentylethyl)-1-(4-fluorobenzyl)-6-methylhexahydro-4H-pyrazino[1,2-a]pyrimidine-4,7(6H)dione